(3R)-4-amino-N-((2R)-2-hydroxypropyl)-3-methyl-N-((5-(trifluoromethyl)-2-pyridinyl)methyl)-1,3-dihydrofuro[3,4-c]quinoline-8-carboxamide NC1=NC=2C=CC(=CC2C2=C1[C@H](OC2)C)C(=O)N(CC2=NC=C(C=C2)C(F)(F)F)C[C@@H](C)O